(5-((3-(Aminomethyl)phenyl)sulfonyl)-1-cyclohexylpiperidin-3-yl)(1,1-dioxidothiomorpholino)methanone NCC=1C=C(C=CC1)S(=O)(=O)C1CC(CN(C1)C1CCCCC1)C(=O)N1CCS(CC1)(=O)=O